N[C@H](C(=O)O)CC(CCC(CCC(CCO)=O)=O)=O (2S)-2-amino-12-hydroxy-4,7,10-trioxododecanoic acid